CC(C)(C(CCC)(C)C)C 2,2,3,3-tetramethylhexane